ClC=1N=C(C(N(C1)C1=NN(C=C1C)C)=O)N1[C@@H](COCC1)C (R)-5-chloro-1-(1,4-dimethyl-1H-pyrazol-3-yl)-3-(3-methylmorpholino)pyrazin-2(1H)-one